C1(CC1)OC1=CC=C(C=C1)N1N=NC=C1 1-(4-cyclopropoxyphenyl)-1H-1,2,3-triazol